(S)-N-(4-(11-(3-aminopyrrolidin-1-yl)-7,8,9,10-tetrahydro-6H-cyclohepta[b]quinolin-2-yl)pyridin-2-yl)cyclopropanecarboxamide hydrochloride Cl.N[C@@H]1CN(CC1)C1=C2C(=NC3=CC=C(C=C13)C1=CC(=NC=C1)NC(=O)C1CC1)CCCCC2